(E)-1-(2-Hydroxyphenyl)-3-[3-methoxy-4-(3-methylbut-2-enoxy)phenyl]prop-2-en-1-one OC1=C(C=CC=C1)C(\C=C\C1=CC(=C(C=C1)OCC=C(C)C)OC)=O